1-[(2-ethylhexyl)oxy]-4-methoxybenzene C(C)C(COC1=CC=C(C=C1)OC)CCCC